C1(CC1)CCC(C1=CC(=NC=C1)C)=N[S@](=O)C(C)(C)C (R)-N-(3-cyclopropyl-1-(2-methylpyridin-4-yl)propylidene)-2-methylpropane-2-sulfinamide